6-bromo-3-methyl-2-oxo-2,3-dihydrobenzo[d]oxazole-5-carboxylic acid ethyl ester C(C)OC(=O)C=1C(=CC2=C(N(C(O2)=O)C)C1)Br